S(=O)(=O)(C1=CC=C(C)C=C1)NC(C)=O N-tosylacetamide